N1CC(CC1)OC1=CC=C(C=C1)S(=O)(=O)NC1=C(N=CS1)C(=O)O 5-[4-(pyrrolidin-3-yloxy)phenylsulfonylamino]-1,3-thiazole-4-carboxylic acid